(S)-1-(6-Chloroisochroman-1-yl)-N-methylmethanamine ClC=1C=C2CCO[C@@H](C2=CC1)CNC